C1(=CC=C(C=C1)/C=C/C(=O)NC1=C(C(=O)O)C=C(C=C1)Cl)C1=CC=CC=C1 2-{[(2E)-3-(biphenyl-4-yl)prop-2-enoyl]amino}-5-chlorobenzoic acid